2-phenyl-methyl-4,6-bis(trichloromethyl)-s-triazine C1(=CC=CC=C1)C1N(C(=NC(=N1)C(Cl)(Cl)Cl)C(Cl)(Cl)Cl)C